CC1=C(C=CC2=C1OC(=O)C(=C2O)NC(=O)C3=CC(=C(C=C3)O)CC=C(C)C)O The molecule is a hydroxycoumarin that is the aglycone of novobiocin. It has a role as a metabolite. It is a member of benzamides, a hydroxycoumarin and a polyphenol. It is a conjugate acid of a novobiocic acid(1-).